4-fluoro-N,N-dimethyl-5-(1,2,5,6-tetrahydropyridin-3-yl)benzofuran-2-carboxamide FC1=C(C=CC2=C1C=C(O2)C(=O)N(C)C)C=2CNCCC2